(2S,4R)-2-((1H-1,2,3-triazol-1-yl)methyl)-4-(5-(2-bromo-5-(trifluoromethoxy)phenyl)-1,3,4-oxadiazole-2-carboxamido)pyrrolidine-1-carboxylic acid tert-butyl ester C(C)(C)(C)OC(=O)N1[C@@H](C[C@H](C1)NC(=O)C=1OC(=NN1)C1=C(C=CC(=C1)OC(F)(F)F)Br)CN1N=NC=C1